COC(=O)[C@@H]1CC[C@H](CC1)CN1C=CC2=NC=C(C=C21)Cl.O2CC(C2)CCCCCCCCCCCCCCCCC(=O)N 17-(oxetan-3-yl)heptadecanoamide methyl-trans-4-[(6-chloropyrrolo[3,2-b]pyridin-1-yl)methyl]cyclohexanecarboxylate